N1=CCCC12CCCCC2 1-aza-spiro[4.5]-1-decene